2-cyanoethyl (2-((S)-5-oxo-1-(2,3,5-trifluorobenzyl)pyrrolidin-2-yl)acetyl)-L-valinate O=C1CC[C@H](N1CC1=C(C(=CC(=C1)F)F)F)CC(=O)N[C@@H](C(C)C)C(=O)OCCC#N